(2R,4S,5S)-2-hydroxy-N,N-bis(4-methoxybenzyl)-5-methyloct-7-ene-4-sulfonamide O[C@H](C)C[C@@H]([C@H](CC=C)C)S(=O)(=O)N(CC1=CC=C(C=C1)OC)CC1=CC=C(C=C1)OC